N1C=CC2=CC(=CC=C12)S(=O)(=O)N1C=C(C=C1)C(=O)NC1=CC(=C(C=C1)CC(C)C)F 1-((1H-indol-5-yl)sulfonyl)-N-(3-fluoro-4-isobutylphenyl)-1H-pyrrole-3-carboxamide